C12(CC(C1)C2)N(C(=O)C=2NC1=CC(=CC=C1C2)F)C N-[bicyclo[1.1.1]pentan-1-yl]-6-fluoro-N-methyl-1H-indole-2-carboxamide